C(C1=CC=CC=C1)NC(=O)NS(=O)(=O)C=1SC(=CC1C1=CC(=C(C=C1)CN1C(=NC=C1)C)F)CC(C)C 1-Benzyl-3-(3-{3-fluoro-4-[(2-methyl-1H-imidazol-1-yl)methyl]phenyl}-5-isobutyl-2-thienylsulfonyl)urea